(2R,3S)-2,3-difluoro-N-(2-(piperidin-1-yl)-4-((4-(trifluoromethyl)benzyl)amino)phenyl)heptanamide F[C@H](C(=O)NC1=C(C=C(C=C1)NCC1=CC=C(C=C1)C(F)(F)F)N1CCCCC1)[C@H](CCCC)F